ClC1=CC=C(COC=2C=C3C(=CC(=NC3=CC2)C(=O)N2CC(CC2)(C)O)C(=O)N2CCCCC2)C=C1 (6-((4-chlorobenzyl)oxy)-2-(3-hydroxy-3-methylpyrrolidine-1-carbonyl)quinolin-4-yl)(piperidin-1-yl)methanone